2-(2-chloro-6-fluorophenyl)-N-[4-(4-chloro-1H-pyrazol-1-yl)-3-sulfamoylphenyl]acetamide ClC1=C(C(=CC=C1)F)CC(=O)NC1=CC(=C(C=C1)N1N=CC(=C1)Cl)S(N)(=O)=O